4,4'-bis[4-(3,6-difluorocarbazolyl)styryl]biphenyl FC=1C=C(C=2NC3=CC=C(C=C3C2C1)F)C1=CC=C(C=CC2=CC=C(C=C2)C2=CC=C(C=C2)C=CC2=CC=C(C=C2)C2=CC(=CC=3C4=CC(=CC=C4NC23)F)F)C=C1